methyl cis-4-methoxy-4-(trifluoromethyl)cyclohexanecarboxylate COC1(CCC(CC1)C(=O)OC)C(F)(F)F